1-diazo-1-(p-toluenesulfonyl)-3-methyl-2-butanone [N+](=[N-])=C(C(C(C)C)=O)S(=O)(=O)C1=CC=C(C)C=C1